ClC1=C(C(=CC(=C1)F)Cl)C1=CC=C(C=2OCCN(C21)CC2=CC(=C(C=C2)OC)OC)C[C@@H](C(=O)OC)NC(C2=C(C=CC=C2F)F)=O methyl (S)-3-(5-(2,6-dichloro-4-fluorophenyl)-4-(3,4-dimethoxybenzyl)-3,4-dihydro-2H-benzo[b][1,4]oxazin-8-yl)-2-(2,6-difluorobenzamido)propanoate